3-{4-[4-Methyl-3-(4-pyridin-3-yl-pyrimidin-2-ylamino)-benzoylamino]-phenyl}-pyrrolidine-1-carboxylic acid 1-(2,2-dimethyl-propionyloxy)-ethyl ester CC(C(=O)OC(C)OC(=O)N1CC(CC1)C1=CC=C(C=C1)NC(C1=CC(=C(C=C1)C)NC1=NC=CC(=N1)C=1C=NC=CC1)=O)(C)C